Br.ClC1=CC=C(C=C1)C1=CC(=NN1)C1=CC=C(C=C1)O 5-(4-Chlorophenyl)-3-(4-hydroxyphenyl)-1H-pyrazole hydrobromide